5-(4-chloro-2-fluorophenyl)-7-(3-(difluoromethyl)-1-pyrrolidinyl)-2,3-dimethylpyrido[4,3-d]pyrimidin-4(3H)-one ClC1=CC(=C(C=C1)C1=NC(=CC=2N=C(N(C(C21)=O)C)C)N2CC(CC2)C(F)F)F